3-isocyanatomethyl-3,5-dimethylcyclohexane diisocyanate [N-]=C=O.[N-]=C=O.N(=C=O)CC1(CCCC(C1)C)C